NC1=C(C(=O)NC(C)C)C=C(C=N1)C1=C(C=C(C=C1)NC([C@@H](C1=CC=CC=C1)N)=O)C (R)-2-amino-5-(4-(2-amino-2-phenylacetamido)-2-methylphenyl)-N-isopropylnicotinamide